2,6-difluoro-4-((4-(2-fluoropyridin-4-yl)phenyl)sulphonylamino)benzoic acid FC1=C(C(=O)O)C(=CC(=C1)NS(=O)(=O)C1=CC=C(C=C1)C1=CC(=NC=C1)F)F